COC(=O)C1=CC2=C(N(C(N2C)=O)C(C)C)C=C1.C(C1=CC=CC=C1)OC1=CC(=C(N)C=C1OCC1=CC=CC=C1)C=1N(N=CC1)C 4,5-dibenzyloxy-2-(2-methylpyrazol-3-yl)aniline methyl-1-isopropyl-3-methyl-2-oxo-2,3-dihydro-1H-benzo[d]imidazole-5-carboxylate